di-n-propyl-magnesium C(CC)[Mg]CCC